5-[1-(3-bromo-2-fluoro-phenyl)ethyl]-2-[5-[4,6-difluoro-1-(p-tolylsulfonyl)indol-5-yl]oxy-2-fluoro-phenyl]-4H-pyrazol-3-one BrC=1C(=C(C=CC1)C(C)C=1CC(N(N1)C1=C(C=CC(=C1)OC=1C(=C2C=CN(C2=CC1F)S(=O)(=O)C1=CC=C(C=C1)C)F)F)=O)F